(4R)-4-((5S,7R,8R,9S,10S,13R,14S,17R)-3-([1,1'-biphenyl]-4-yl)-7-acetoxy-3-(((R)-tert-butylsulfinyl)amino)-10,13-dimethylhexadecahydro-1H-cyclopenta[a]phenanthren-17-yl)pentanoic acid C1(=CC=C(C=C1)C1(CC[C@@]2([C@H]3CC[C@@]4([C@H](CC[C@H]4[C@@H]3[C@@H](C[C@@H]2C1)OC(C)=O)[C@@H](CCC(=O)O)C)C)C)N[S@](=O)C(C)(C)C)C1=CC=CC=C1